C(C(C)C)N1CC2(CN(C2)C2=C(N=C(S2)C2=NNC(=C2C(C)C)C=2C=C(C=3N(C2)N=CN3)OC)C)C1 5-(6-isobutyl-2,6-diazaspiro[3.3]hept-2-yl)-2-(4-isopropyl-5-(8-methoxy-[1,2,4]triazolo[1,5-a]pyridin-6-yl)-1H-pyrazol-3-yl)-4-methylthiazole